2-(4-chloro-1H-pyrrolo[2,3-b]pyridin-1-yl)-N-(2-((3-chloro-2-fluorophenylmethyl)amino)-2-oxoethyl)-N-cyclopropylacetamide ClC1=C2C(=NC=C1)N(C=C2)CC(=O)N(C2CC2)CC(=O)NCC2=C(C(=CC=C2)Cl)F